(3R)-3-(4-Fluorosulfonyl-3-methoxy-phenoxy)piperidine-1-carboxylic acid tert-butyl ester C(C)(C)(C)OC(=O)N1C[C@@H](CCC1)OC1=CC(=C(C=C1)S(=O)(=O)F)OC